N-(2-aminoethyl)-4-[2-chloro-4-[[3-[3-(trifluoromethyl)-1H-pyrazol-4-yl]imidazo[1,2-a]pyrazin-8-yl]amino]benzoyl]piperazine-1-carboxamide formate C(=O)O.NCCNC(=O)N1CCN(CC1)C(C1=C(C=C(C=C1)NC=1C=2N(C=CN1)C(=CN2)C=2C(=NNC2)C(F)(F)F)Cl)=O